rac-(1R,2R,5S)-5-amino-2-chlorocyclohexane-1-ol N[C@H]1CC[C@H]([C@@H](C1)O)Cl |r|